C1C2(C=CC3=CC(=CC=C13)O)CCCC2 spiro[cyclopentane-1,2'-naphthalene]-6'-ol